[2-(difluoromethoxy)-4-[4-ethoxy-2-methyl-6-(1-methylpyrazol-4-yl)indazol-3-yl]-6-methoxyphenyl]-[3-hydroxy-3-(trifluoromethyl)azetidin-1-yl]methanone FC(OC1=C(C(=CC(=C1)C=1N(N=C2C=C(C=C(C12)OCC)C=1C=NN(C1)C)C)OC)C(=O)N1CC(C1)(C(F)(F)F)O)F